FC=1C=C(C(=NC1)O[C@H]1CNCC1)C1=C2C(=NC=C1)C=C(S2)CN2C(C1C(C1C2=O)(C)C)=O 3-((7-(5-fluoro-2-(((R)-pyrrolidin-3-yl)oxy)pyridin-3-yl)thieno[3,2-b]pyridin-2-yl)methyl)-6,6-dimethyl-3-azabicyclo[3.1.0]hexane-2,4-dione